4-(tert-butyl)aminobutane-1-sulfonic acid C(C)(C)(C)NCCCCS(=O)(=O)O